[1-[4-[methyl(tetrahydropyran-4-yl)amino]-5-oxido-6,7-dihydro-thieno[3,2-d]pyrimidin-5-ium-2-yl]azetidin-3-yl] 2-methylthiazole-4-carboxylate CC=1SC=C(N1)C(=O)OC1CN(C1)C=1N=C(C2=C(N1)CC[S+]2[O-])N(C2CCOCC2)C